(R)-4,4-dimethyl-2-pentylamine CC(C[C@@H](C)N)(C)C